OCC1=C2C=CN(C2=C(C=C1C=C)C)C(=O)OC(C)(C)C tert-butyl 4-(hydroxymethyl)-7-methyl-5-vinyl-1H-indole-1-carboxylate